C1(CC1)NC(CC)=O N-cyclopropylpropionamide